4-bromo-7-fluoro-2,3-dihydro-1λ6-benzo[2,1-d][1,2]thiazole-1,1-dione BrC1=CC=C(C2=C1CNS2(=O)=O)F